aminoEthyl formate C(=O)OCCN